4-(2-(4-(((1S,4S)-2-oxa-5-azabicyclo[2.2.1]heptane-5-yl)methyl)-6-fluoro-2-oxobenzo[cd]indol-1(2H)-yl)-6-cyclopropylpyridin-4-yl)-3-(4-methyl-4H-1,2,4-triazol-3-yl)benzonitrile [C@@H]12OC[C@@H](N(C1)CC=1C=C3C4=C(C(N(C4=CC=C3F)C3=NC(=CC(=C3)C3=C(C=C(C#N)C=C3)C3=NN=CN3C)C3CC3)=O)C1)C2